anti-Succinate C(CCC(=O)[O-])(=O)[O-]